ethyl 3-methyl-2-[3-(1,1,2,2,3,3,4,4,4-nonafluorobutylsulfonyloxy) isoxazol-5-yl]butanoate CC(C(C(=O)OCC)C1=CC(=NO1)OS(=O)(=O)C(C(C(C(F)(F)F)(F)F)(F)F)(F)F)C